COC1=C(C(=NC=C1C)CSC1=NC2=C(N1)C=CC(=C2)OC(CN)=O)C glycine 2-(((4-methoxy-3,5-dimethylpyridin-2-yl) methyl) thio)-1H-benzo[d]imidazol-5-yl ester